(R)-1-(3-(3-chloro-5-(4-((2-hydroxyethyl)amino)-1,3,5-triazin-2-yl)phenyl)morpholino)prop-2-en-1-one ClC=1C=C(C=C(C1)C1=NC=NC(=N1)NCCO)[C@@H]1COCCN1C(C=C)=O